C(C)(=O)N1CC2=CC(=CC=C2CC1)NC=1N=CC=2C(N(C=3N(C2N1)C=CN3)C3=C(C=CC=C3Cl)Cl)=O 2-[(2-acetyl-1,2,3,4-tetrahydroisoquinolin-7-yl)amino]-6-(2,6-dichlorophenyl)imidazo[1,2-a]pyrimido[5,4-e]pyrimidin-5(6H)-one